3-((S)-2-((tert-butoxycarbonyl)amino)-3,3-dimethylbutanoyl)-6,6-dimethyl-3-azabicyclo[3.1.0]hexane-2-carboxylic acid C(C)(C)(C)OC(=O)N[C@H](C(=O)N1C(C2C(C2C1)(C)C)C(=O)O)C(C)(C)C